methyl 2,6-dimethoxy-4-(1,4,5-trimethyl-6-oxo-1,6-dihydropyridin-3-yl)benzoate COC1=C(C(=O)OC)C(=CC(=C1)C1=CN(C(C(=C1C)C)=O)C)OC